C1(CC1)COC1=C(C(=C(C=C1)NC=1C2=C(N=CN1)C=CC(=N2)N2[C@@H]1CN[C@H](C2)C1)F)C#C N-[4-(cyclopropylmethoxy)-3-ethynyl-2-fluoro-phenyl]-6-[(1S,4S)-2,5-diazabicyclo[2.2.1]heptan-2-yl]pyrido[3,2-d]pyrimidin-4-amine